CN(C1(CCC2(CN(C(N2CCCOC)=O)CC2=CC=C(C=C2)OC)CC1)C1=CC=CC=C1)C CIS-8-Dimethylamino-3-[(4-methoxyphenyl)-methyl]-1-(3-methoxy-propyl)-8-phenyl-1,3-diazaspiro[4.5]decan-2-one